7-Methyl-bicyclo[4.2.0]octa-1(6),2,4-triene-7-carboxylic acid (2-isopropyl-4-oxo-4H-quinazolin-3-yl)-amide C(C)(C)C1=NC2=CC=CC=C2C(N1NC(=O)C1(C=2C=CC=CC2C1)C)=O